O=C(COC1=CC=C(C=C1)C1=CC(=CC=C1)C(=O)N)NCCOCCOCCOCCOCCC(NCCOCCO[C@@H]1O[C@H]([C@@H]([C@H]([C@H]1O)O)O)C)=O 4'-((2,18-dioxo-24-(((2R,3R,4R,5R,6S)-3,4,5-trihydroxy-6-methyltetrahydro-2H-pyran-2-yl)oxy)-6,9,12,15,22-pentaoxa-3,19-diazatetracosyl)oxy)-[1,1'-biphenyl]-3-carboxamide